chloro-indenocarbazole-d11 ClC1(C2=C(C=3C(=C(C(=C4C5=C(C(=C(C(=C5NC34)[2H])[2H])[2H])[2H])[2H])[2H])C2=C(C(=C1[2H])[2H])[2H])[2H])[2H]